FC(S(=O)(=O)NC(C(F)(F)F)=O)(F)F.C(CCC)N1CC(=CC=C1)C 1-butyl-3-methylpyridine (trifluoromethanesulfonyl)trifluoroacetamide salt